3-bromo-2-(bromomethyl)prop-1-ene BrCC(=C)CBr